benzhydryl-(cyclopentadiene) C(C1=CC=CC=C1)(C1=CC=CC=C1)C1=CC=CC1